C(CCCCCCC)OC(O)C(O)CO octoxyglycerine